C(CCC\C=C/CC)OC(CCC(=O)OCC(COC(CCCCCCCOC(C(CCCCCCCC)CCCCCC)=O)=O)CO)OCCCC\C=C/CC 2-hexyl-decanoic acid 8-(3-((4,4-bis(((Z)-oct-5-en-1-yl) oxy) butanoyl) oxy)-2-(hydroxymethyl) propoxy)-8-oxooctyl ester